C1(CC1)S(=O)(=O)N1N=CC(=C1)C1=NC=CC(=N1)NC1=CC(=C(N=N1)C1=NN(C=C1)CC(F)(F)F)NC1CCC(CC1)(O)C (1s,4s)-4-((6-((2-(1-(Cyclopropylsulfonyl)-1H-pyrazol-4-yl)pyrimidin-4-yl)amino)-3-(1-(2,2,2-trifluoroethyl)-1H-pyrazol-3-yl)pyridazin-4-yl)amino)-1-methylcyclohexan-1-ol